C(C)(=O)OC(C(NC1=CC(=C(C=C1)B1OC(C(O1)(C)C)(C)C)OC(F)(F)F)=O)C1=CC(=CC=C1)F 1-(3-fluorophenyl)-2-oxo-2-((4-(4,4,5,5-tetramethyl-1,3,2-dioxaborolan-2-yl)-3-(trifluoromethoxy)phenyl) amino)ethyl acetate